4-chloro-3-(hydroxymethyl)-1H-pyrazol ClC=1C(=NNC1)CO